CC1(OC[C@@H](O1)[C@H]1CCC(O1)(C)C)C (3aR,5R,6aR)-5-((R)-2,2-dimethyl-1,3-dioxolan-4-yl)-2,2-dimethyltetrahydrofuran